6-(phenylsulfonyl)-1-((R-pyrrolidin-3-yl)-1,6-dihydroimidazo[4,5-d]pyrrolo[2,3-b]pyridin-2-yl)ethanol C1(=CC=CC=C1)S(=O)(=O)N1C=CC=2C1=NC=C1C2N(C(=N1)C(C)O)[C@H]1CNCC1